C(C)(C)(C)OC(=O)N1CCC(CC1)NS(=O)(=O)C1=C(C=CC=C1)NCC(=O)O [(2-{[1-(TERT-BUTOXYCARBONYL)PIPERIDIN-4-YL]SULFAMOYL}PHENYL)AMINO]ACETIC ACID